NC(CC)[Si](OCCCC)(OCCCC)OCCCC α-aminopropyltributoxysilane